3-bromo-6-chloro-N-(3-methoxy-2,6-dimethylphenyl)pyridin-2-amine BrC=1C(=NC(=CC1)Cl)NC1=C(C(=CC=C1C)OC)C